ClC=1C(=NC(=NC1)C=C)C=1C=NC(=NC1)C 5-chloro-2'-methyl-2-vinyl-4,5'-bipyrimidine